C(C1=CC=CC=C1)SC=1C=C(C(=NC1)CN1C(=NC=2C=NC(=C(C21)C2=CC=CC=C2)OC([2H])([2H])[2H])C(F)F)F 1-((5-(benzylthio)-3-fluoropyridin-2-yl)methyl)-2-(difluoromethyl)-6-(methoxy-d3)-7-phenyl-1H-imidazo[4,5-c]pyridine